(3,5-dioxa-4-phosphocyclohepta[2,1-a:3,4-a']Dinaphthalen-4-yl)-5H-dibenzo[b,f]Azepine P(=O)(=O)C1(OC2=C(C=3C=CC=CC3C=C2)C=2C(=CC=C3C=CC=CC23)O1)C1=CC=CC=2NC3=C(C=CC21)C=CC=C3